2-ethylhexyl-β-methoxycinnamate C(C)C(COC(C=C(C1=CC=CC=C1)OC)=O)CCCC